SC(CC(C)C)C 4-mercapto-2-methylpentane